ClC=1C=CC(=C(C1)C1=CC(N(C=C1OC)C(C(=O)NC1=CC=C(C(=O)O)C=C1)CCOC)=O)N1C=NC=C1 4-[(2-{4-[5-chloro-2-(1H-imidazol-1-yl)phenyl]-5-methoxy-2-oxopyridin-1(2H)-yl}-4-methoxy-butyryl)amino]benzoic acid